COC=1C=C(C=CC1OC)C(CC1=CC(=C(C(=C1)OC)OC)OC)=O 1-(3,4-Dimethoxyphenyl)-2-(3,4,5-trimethoxyphenyl)ethan-1-one